NC1=C(C(=O)O)C=CC(=C1)N 2,4-diaminobenzoic acid